5-((1-(tert-butyl)-3-((1S,3R)-3-hydroxycyclopentyl)-1H-pyrazol-5-yl)amino)-1,3-dihydrobenzo[c]thiophene 2,2-dioxide C(C)(C)(C)N1N=C(C=C1NC1=CC2=C(CS(C2)(=O)=O)C=C1)[C@@H]1C[C@@H](CC1)O